C1=C(C=CC2=CC=CC=C12)N(C1=CC=CC=C1)C1=C(C(=C(C=C1)N(C1=CC=CC=C1)C1=CC=CC=C1)N(C1=CC2=CC=CC=C2C=C1)C1=CC=CC=C1)N(C1=CC2=CC=CC=C2C=C1)C1=CC=CC=C1 tris(N-(naphthalene-2-yl)-N-phenyl-amino)triphenylamine